N-[(2R)-2-amino-2-[3-(3-fluorophenyl)-1,2,4-oxadiazol-5-yl]ethyl]acetamide hydrochloride Cl.N[C@H](CNC(C)=O)C1=NC(=NO1)C1=CC(=CC=C1)F